(S)-2-(3-fluoro-5-((S)-1-hydroxypropan-2-yl)-2-methoxyphenyl)-2-((R)-3-(methyl(5-(5,6,7,8-tetrahydro-1,8-naphthyridin-2-yl)pentyl)amino)pyrrolidin-1-yl)acetic acid FC=1C(=C(C=C(C1)[C@@H](CO)C)[C@@H](C(=O)O)N1C[C@@H](CC1)N(CCCCCC1=NC=2NCCCC2C=C1)C)OC